(S)-2-fluoro-1-(3-fluorophenyl)ethyl (1-methyl-4-(6-methyl-5-(methyl-sulfonamido)pyridin-2-yl)-1H-1,2,3-triazol-5-yl)carbamate CN1N=NC(=C1NC(O[C@H](CF)C1=CC(=CC=C1)F)=O)C1=NC(=C(C=C1)NS(=O)(=O)C)C